(benzoic acid) methyl-4-(((trans)-4-(4-(trifluoromethoxy)phenyl)cyclohexyl)oxy)-1H-1,2,3-triazole-5-carboxylate COC(=O)C1=C(N=NN1)O[C@@H]1CC[C@H](CC1)C1=CC=C(C=C1)OC(F)(F)F.C(C1=CC=CC=C1)(=O)O